N1CC(C1)OC=1C=CC(=NC1)C(=O)NC1CC1 5-(azetidin-3-yloxy)-N-cyclopropylpicolinamide